6-(2-Ethoxyethyl)-1,3,4-trimethyl-cyclohexene C(C)OCCC1CC(C(C=C1C)C)C